C(C)(C)(C)OCC1=C(C=C(C=C1)F)C(C(=O)O)N1C[C@@H](CC1)OCCCCC1=NC=2NCCCC2C=C1 2-(2-(tert-Butoxymethyl)-5-fluorophenyl)-2-((R)-3-(4-(5,6,7,8-tetrahydro-1,8-naphthyridin-2-yl)butoxy)pyrrolidin-1-yl)acetic acid